5-(7-carbamoyl-5-fluoro-2-methyl-1H-indol-4-yl)-3,6-dihydropyridine C(N)(=O)C=1C=C(C(=C2C=C(NC12)C)C1=CCC=NC1)F